N-((5-chloro-6-(6-methoxypyridin-3-yl)-1H-indol-2-yl)methyl)acetamide ClC=1C=C2C=C(NC2=CC1C=1C=NC(=CC1)OC)CNC(C)=O